N-isopropyl-4-(2-methoxy-benzoylsulfamoyl)-benzamide C(C)(C)NC(C1=CC=C(C=C1)S(NC(C1=C(C=CC=C1)OC)=O)(=O)=O)=O